CC=1N=C2N(C=CC(=C2)C2=C(C=CC(=N2)C#N)C2=CN=C(O2)CC(C(F)(F)F)(C)C)C1 6-(2-methylimidazo[1,2-a]pyridin-7-yl)-5-(2-(3,3,3-trifluoro-2,2-dimethylpropyl)oxazol-5-yl)picolinonitrile